1-(hydroxymethyl)imidazolidinone OCN1C(NCC1)=O